The molecule is a 3-oxo-fatty acyl-CoA(4-) obtained by deprotonation of the phosphate and diphosphate OH groups of (19Z,22Z,25Z,28Z,31Z)-3-oxotetratriacontapentaenoyl-CoA. It is a 3-oxo-fatty acyl-CoA(4-), an 11,12-saturated fatty acyl-CoA(4-) and an ultra-long-chain 3-oxoacyl-CoA(4-). It is a conjugate base of a (19Z,22Z,25Z,28Z,31Z)-3-oxotetratriacontapentaenoyl-CoA. CC/C=C\\C/C=C\\C/C=C\\C/C=C\\C/C=C\\CCCCCCCCCCCCCCCC(=O)CC(=O)SCCNC(=O)CCNC(=O)[C@@H](C(C)(C)COP(=O)([O-])OP(=O)([O-])OC[C@@H]1[C@H]([C@H]([C@@H](O1)N2C=NC3=C(N=CN=C32)N)O)OP(=O)([O-])[O-])O